quinazoline-2(1H)-one N1C(N=CC2=CC=CC=C12)=O